O1CCN(CC1)C=1N=C2N(C(C1)=O)C=C(C=C2C=C)C(=O)OC methyl 2-morpholino-4-oxo-9-vinyl-pyrido[1,2-a]pyrimidine-7-carboxylate